CC1=C(C=CC=C1)C=1C(=C(C(=C(C1N)C)C)C)N tetramethyl-[1,1'-biphenyl]-2,6-diamine